(3-cyano-4-fluorophenyl)-5-(2-((1-hydroxy-2-methylpropan-2-yl)amino)-2-oxoacetyl)-1,2,4-trimethyl-1H-pyrrole-3-carboxamide C(#N)C=1C=C(C=CC1F)NC(=O)C1=C(N(C(=C1C)C(C(=O)NC(CO)(C)C)=O)C)C